N-(3-carbamoyl-4-fluoro-phenyl)-2-fluoro-6-[2-methoxy-4-(trifluoromethoxy)phenoxy]-3-(trifluoromethyl)benzamide C(N)(=O)C=1C=C(C=CC1F)NC(C1=C(C(=CC=C1OC1=C(C=C(C=C1)OC(F)(F)F)OC)C(F)(F)F)F)=O